4-bromo-1,6-dimethyl-pyrazolo[3,4-c]pyridine-2-carboxamide BrC=1C=2C(=CN(C1)C)N(N(C2)C(=O)N)C